COC1=C(C=C(C(=C1)OC)OC)CC(C)N 1-(2,4,5-trimethoxyphenyl)propan-2-amine